tert-butyl-4-(7-benzyl-2-chloro-6,8-dihydro-5H-pyrido[3,4-d]pyrimidin-4-yl)-3-[[tert-butyl(diphenyl)silyl]oxymethyl]piperazine-1-carboxylate C(C)(C)(C)OC(=O)N1CC(N(CC1)C=1C2=C(N=C(N1)Cl)CN(CC2)CC2=CC=CC=C2)CO[Si](C2=CC=CC=C2)(C2=CC=CC=C2)C(C)(C)C